Methyl 6-nitro-3-oxo-3,4-dihydro-2H-benzo[b][1,4]oxazine-7-carboxylate [N+](=O)([O-])C1=CC2=C(OCC(N2)=O)C=C1C(=O)OC